FC1=C(C=C(C=C1)N1CCC(CC1)C)OC N-(4-fluoro-3-methoxyphenyl)-4-methylpiperidine